NC1=C(C=C(C=N1)C=1C=C2N(N1)CCC21CN(C1)C(=O)NCC)C(F)(F)F 2'-[6-amino-5-(trifluoromethyl)pyridin-3-yl]-N-ethyl-5',6'-dihydrospiro[azetidine-3,4'-pyrrolo[1,2-b]pyrazole]-1-carboxamide